2-(3,4-epoxycyclohexyl)ethyl-dimethylphenylsilane C1(CC2C(CC1)O2)CC[Si](C2=CC=CC=C2)(C)C